1-(4-{2-[1-(2-Ethoxy-ethyl)-1H-pyrazol-4-ylamino]-thiazol-4-yl}-3-methoxy-phenyl)-pyrrolidin-2-one C(C)OCCN1N=CC(=C1)NC=1SC=C(N1)C1=C(C=C(C=C1)N1C(CCC1)=O)OC